1-(5-(5-((1r,4r)-4-aminocyclohexyl)-1,3,4-thiadiazol-2-yl)-4-(methylamino)pyridin-2-yl)-1H-pyrrolo[2,3-b]Pyridine-5-carbonitrile NC1CCC(CC1)C1=NN=C(S1)C=1C(=CC(=NC1)N1C=CC=2C1=NC=C(C2)C#N)NC